niobium bromide titanium bromide [Br-].[Ti+4].[Br-].[Nb+5]